N-{3-[({2-[(1-acetylpiperidin-4-yl)amino]-5-(trifluoromethyl)pyrimidin-4-yl}amino)methyl]pyridin-2-yl}-N-methylmethane-sulfonamide C(C)(=O)N1CCC(CC1)NC1=NC=C(C(=N1)NCC=1C(=NC=CC1)N(S(=O)(=O)C)C)C(F)(F)F